N1(CCNCC1)C1=CC=C2C(=N1)NC(=N2)C2=CC=1NC=CC1S2 2-(5-(piperazin-1-yl)-3H-imidazo[4,5-b]Pyridin-2-yl)-4H-thieno[3,2-b]Pyrrole